(R)-2-(6-cyclopropyl-3,4-dihydroisoquinolin-2(1H)-yl)-4-((1-(hydroxymethyl)cyclobutyl)amino)-6,7-dihydrothieno[3,2-d]pyrimidine 5-oxide C1(CC1)C=1C=C2CCN(CC2=CC1)C=1N=C(C2=C(N1)CC[S@]2=O)NC2(CCC2)CO